(α-Methyl)Styrol CC=CC1=CC=CC=C1